Chloro-N-[1-(2-cyclopropylpyridin-4-yl)-1H-indazol-4-yl]-5-{[(cyclopropylsulfonyl)amino]methyl}benzamide ClC1=C(C(=O)NC2=C3C=NN(C3=CC=C2)C2=CC(=NC=C2)C2CC2)C=C(C=C1)CNS(=O)(=O)C1CC1